(S)-5-(4-((1-(5-(3,5-difluorophenyl)-4,5-dihydro-1H-pyrazole-1-carbonyl)azetidin-3-yl)oxy)-5-fluoropyridin-2-yl)-1-methyl-1H-pyrazole-4-carboxylic acid FC=1C=C(C=C(C1)F)[C@@H]1CC=NN1C(=O)N1CC(C1)OC1=CC(=NC=C1F)C1=C(C=NN1C)C(=O)O